2-(2-(2-(benzyloxy)ethoxy)ethoxy)ethan-1-ol C(C1=CC=CC=C1)OCCOCCOCCO